4-Cyclopropyl-N-((1S*,2R*)-4,4,4-trifluoro-2-methoxy-(5-(((S)-2-oxo-4-(trifluoromethyl)imidazolidin-1-yl)methyl)-1H-benzo[d]imidazol-2-yl)butyl)-1,2,5-oxadiazole-3-carboxamide C1(CC1)C=1C(=NON1)C(=O)N[C@H]([C@@H](CC(F)(F)F)OC)C1=NC2=C(N1)C=CC(=C2)CN2C(N[C@@H](C2)C(F)(F)F)=O |o1:11,12|